chloro-4-fluorobenzo[d]Oxazole ClC=1OC2=C(N1)C(=CC=C2)F